(S)-1-((1-((4-(hydroxymethyl)phenyl)amino)-1-oxo-5-ureidopentan-2-yl)carbamoyl)cyclobutane-1-carboxylic acid ethyl ester C(C)OC(=O)C1(CCC1)C(N[C@H](C(=O)NC1=CC=C(C=C1)CO)CCCNC(=O)N)=O